N,N,N'-tris(3-aminopropyl) ethylenediamine ethyl 8-bromo-4-hydroxy-2-methyl-quinoline-3-carboxylate BrC=1C=CC=C2C(=C(C(=NC12)C)C(=O)OCC)O.NCCCN(CCNCCCN)CCCN